ClC1=CC=C(S1)CNC1=CC=NN1 N-[(5-chlorothiophen-2-yl)methyl]-1H-pyrazol-5-amin